ClC1=C(C(=CC=C1)NC)NC(OC(C)(C)C)=O tert-butyl (2-chloro-6-(methylamino)phenyl)carbamate